prolyl-urea N1[C@@H](CCC1)C(=O)NC(=O)N